FC(C=1C=C(C=CC1)NC1=CC(=NC=N1)N1C[C@H]([C@@H](CC1)N1CC2=CC=CC=C2CC1)O)(F)F trans-1-(6-((3-trifluoromethylphenyl)amino)pyrimidin-4-yl)-4-(3,4-Dihydroisoquinolin-2(1H)-yl)piperidin-3-ol